N-(2-(1-(cyclopropylsulfonyl)-1H-pyrazol-4-yl)pyrimidin-4-yl)-1-isopropyl-3-(4-(methylamino)piperidin-1-yl)-1H-pyrazolo[4,3-c]pyridin-6-amine C1(CC1)S(=O)(=O)N1N=CC(=C1)C1=NC=CC(=N1)NC1=CC2=C(C=N1)C(=NN2C(C)C)N2CCC(CC2)NC